COC=1C=C(C=C(C1OC)[N+](=O)[O-])/C(=C(\C#N)/C(=O)C=1N=CSC1)/O (Z)-3-(3,4-dimethoxy-5-nitrophenyl)-3-hydroxy-2-(thiazole-4-carbonyl)acrylonitrile